4-(N-BUTYL-N-(4-METHOXYBENZYL)SULFAMOYL)PHENYLBORONIC ACID B(C1=CC=C(C=C1)S(=O)(=O)N(CCCC)CC2=CC=C(C=C2)OC)(O)O